O.C(C(=O)O)(=O)O.N[C@@H](CC1=CC=CC=C1)C(=O)OC methyl L-phenylalaninate oxalic acid salt monohydrate